O1N=C(N=C1)C=1C=C(C(=O)O)C=CC1NC1=CC=C(C=C1)C(F)(F)F 3-(1,2,4-oxadiazol-3-yl)-4-[4-(trifluoromethyl)anilino]benzoic acid